FC1=C(C=CC(=C1)F)NC(C1=CC=C(C=C1)S(NC1=C(C=CC(=C1)[N+](=O)[O-])OC)(=O)=O)=O N-(2,4-difluorophenyl)-4-(N-(2-methoxy-5-nitrophenyl)sulfamoyl)benzamide